BrC=1C=C(C=CC1)C(C)=O 1-(3-bromophenyl)ethane-1-one